Cl.NC[C@@H](CCl)O (S)-1-amino-3-chloro-2-propanol hydrochloride